7-(2-((2-ethyl-4-(4-(2-hydroxyethyl)-1,4-diazepan-1-yl)phenyl)amino)-5-(trifluoromethyl)pyrimidin-4-yl)-2,3-dihydro-5H-thieno[3,2-e][1,4]oxathiepine 1,1-dioxide C(C)C1=C(C=CC(=C1)N1CCN(CCC1)CCO)NC1=NC=C(C(=N1)C1=CC=2S(CCOCC2S1)(=O)=O)C(F)(F)F